(R)-1-(4-chlorophenyl)-3-(1-(5-(2-fluorophenyl)pyridin-2-yl)-2-oxopiperidin-3-yl)urea ClC1=CC=C(C=C1)NC(=O)N[C@H]1C(N(CCC1)C1=NC=C(C=C1)C1=C(C=CC=C1)F)=O